6-(3-isopropyl-5-(1-(2-(methylsulfonyl)ethyl)piperidin-4-yl)-1H-indol-2-yl)-7-methyltetrazolo[1,5-a]pyridine C(C)(C)C1=C(NC2=CC=C(C=C12)C1CCN(CC1)CCS(=O)(=O)C)C=1C(=CC=2N(C1)N=NN2)C